(E)-2-(4-isopropyl-3-methoxyphenylvinyl)thiophene C(C)(C)C1=C(C=C(C=C1)/C=C/C=1SC=CC1)OC